FC1=C(C=CC=C1)SC(=S)NC1=CC(=C(C=C1)C#N)C(F)(F)F N-[4-cyano-3-(trifluoromethyl)phenyl]aminodithioformic acid (2-fluorophenyl) ester